N1(CCC1)C=1C(C(C1N(CC1=CC=C(C=C1)C1=NOC(=N1)C(F)(F)F)C)=O)=O 3-(azetidin-1-yl)-4-(methyl(4-(5-(trifluoromethyl)-1,2,4-oxadiazol-3-yl)benzyl)amino)cyclobut-3-ene-1,2-dione